tridecyl alcohol triethoxide [O-]CC.[O-]CC.[O-]CC.C(CCCCCCCCCCCC)O